((2r,3s,5r)-3-(3,4-difluoro-2-methoxyphenyl)-5-methyl-5-(trifluoromethyl)thiacyclopentane-2-carboxamido)pyridine-2-carboxamide FC=1C(=C(C=CC1F)[C@H]1[C@@H](S[C@](C1)(C(F)(F)F)C)C(=O)NC=1C(=NC=CC1)C(=O)N)OC